3-fluoro-2-(1-methyl-1H-pyrazol-5-yl)-1-naphthacenecarbonitrile FC=1C(=C(C2=CC3=CC4=CC=CC=C4C=C3C=C2C1)C#N)C1=CC=NN1C